C(CCC)C1=CNC=C1 3-butylpyrrole